2-(3-methoxy-4-nitrophenyl)-5-((3-methylpiperazin-1-yl)methyl)-1,3,4-thiadiazole COC=1C=C(C=CC1[N+](=O)[O-])C=1SC(=NN1)CN1CC(NCC1)C